2-(2-{[1-(3-fluoro(2-pyridyl))-isopropyl]amino}pyrimidin-5-yl)-1,3-thiazole-5-carbonitrile FC=1C(=NC=CC1)C(C)(C)NC1=NC=C(C=N1)C=1SC(=CN1)C#N